Cl.C[C@@H]1CNC[C@@H](C1O)C (3R,5S)-rel-3,5-dimethyl-4-piperidinol hydrochloride